5-{2H,3H-[1,4]dioxino[2,3-b]pyridin-7-yl}phenol O1CCOC2=NC=C(C=C21)C=2C=CC=C(C2)O